CS(=O)(=O)OCC1CN(C=2C=CC(N(C2C1)C)=O)C1=CC=C(C=C1)C(F)(F)F (5-methyl-6-oxo-1-(4-(trifluoromethyl)phenyl)-1,2,3,4,5,6-hexahydro-1,5-naphthyridin-3-yl)methyl methanesulfonate